(S)-2-(2-((3'-(1-aminoethyl)-5-(2-oxa-9-azaspiro[5.5]undec-9-yl)-[1,1'-biphenyl]-3-yl)methoxy)phenyl)acetic acid N[C@@H](C)C=1C=C(C=CC1)C1=CC(=CC(=C1)N1CCC2(CCCOC2)CC1)COC1=C(C=CC=C1)CC(=O)O